N-(4'-((2-(1,1-difluoroethyl)-6-ethylpyrimidin-4-yl)amino)-5-fluoro-6-(pyrrolidin-1-ylmethyl)-[2,3'-bipyridyl]-6'-yl)acetamide tert-butyl-((1r,3r)-3-hydroxycyclobutyl)(methyl)carbamate C(C)(C)(C)OC(N(C)C1CC(C1)O)=O.FC(C)(F)C1=NC(=CC(=N1)NC1=C(C=NC(=C1)NC(C)=O)C1=NC(=C(C=C1)F)CN1CCCC1)CC